(5-bromo-2-fluorophenyl)(2-(trifluoromethyl)-5,6-dihydro-[1,2,4]triazolo[1,5-a]pyrazin-7(8H)-yl)methanone BrC=1C=CC(=C(C1)C(=O)N1CC=2N(CC1)N=C(N2)C(F)(F)F)F